2-[4-(3-Fluorophenoxy)-3-nitrophenyl]-7-hydroxythiazolo[5,4-d]pyrimidine FC=1C=C(OC2=C(C=C(C=C2)C=2SC=3N=CN=C(C3N2)O)[N+](=O)[O-])C=CC1